C(C)(=O)C1=C(C=C(C=C1)Cl)C1=CC(N(C=C1OC)[C@H](C(=O)NC1=CC(=C(C(=O)NS(=O)(=O)C)C=C1)F)CC=1OC(=NN1)C)=O (S)-4-(2-(4-(2-acetyl-5-chlorophenyl)-5-methoxy-2-oxopyridin-1(2H)yl)-3-(5-methyl-1,3,4-oxadiazol-2-yl)propanamido)-2-fluoro-N-(methylsulfonyl)benzamide